NC1=NC=2C=C(C=CC2C2=C1N=C(N2CC(C)(O)C)CCCC)CC=2C=C1C(CCC1=CC2)N 1-(4-amino-7-((3-amino-2,3-dihydro-1H-inden-5-yl)methyl)-2-butyl-1H-imidazo[4,5-c]quinolin-1-yl)-2-methylpropan-2-ol